FC(OC=1C=2N(C=CC1)N=C(C2)[C@@H]2N(CCC1=C2N=CN1)C=1OC(=NN1)C(F)F)F (R)-2-(4-(4-(difluoromethoxy)pyrazolo[1,5-a]pyridin-2-yl)-1,4,6,7-tetrahydro-5H-imidazo[4,5-c]pyridin-5-yl)-5-(difluoromethyl)-1,3,4-oxadiazole